ClC1=C(C=C(C=C1)NC(=O)N1C2CC(CC1(C2)CC#N)C)N2N=CC=N2 N-(4-chloro-3-(2H-1,2,3-triazol-2-yl)phenyl)-1-(cyanomethyl)-3-methyl-6-azabicyclo[3.1.1]heptane-6-carboxamide